ClC1=C(C(=NC=C1F)NCC1=CC=C(C=C1)OC)[N+](=O)[O-] 4-chloro-5-fluoro-N-(4-methoxybenzyl)-3-nitropyridin-2-amine